CC1=C(C(=C(C=2CC3=CC=CC=C3C12)C1=C(C2=C([Se]C3=C2C=CC=C3)C=C1)C1=C(C(=C(C=C1)C1=CC=CC=C1)C1=CC=CC=C1)C1=NN=NC=C1)C1=CC=CC=C1)C [di(methyl)(phenyl)fluorenyl][di(phenyl)triazinylphenyl]dibenzoSelenophene